ethyldiamino-diisobutylamine C(C)N(C(C(C)C)(N)N)CC(C)C